(±)-2-(2-(7-(3-(aminomethyl)-5-fluorophenyl)benzofuran-5-yl)-4-methyl-3,4-dihydro-2H-Benzo[b][1,4]oxazin-8-yl)acetic acid NCC=1C=C(C=C(C1)F)C1=CC(=CC=2C=COC21)[C@@H]2CN(C1=C(O2)C(=CC=C1)CC(=O)O)C |r|